N[C@@H](CCC(=O)OC)C(=O)NCCCCCCCCNC(=O)OC(C)(C)C methyl (S)-4-amino-5-((8-((tert-butoxycarbonyl)amino)octyl)amino)-5-oxopentanoate